C1=CC=CC2=C1CN(C1=C(S2)C=CC=C1)C(C)=O 1-(dibenzo[b,f][1,4]thiazepine-10(11H)-yl)ethan-1-one